C(C)(C)(C)S(=O)N(C1(COC1)C1=CC=C(C=C1)C(C(=O)OCC=C)C1CCCC1)COCC[Si](C)(C)C 1-(±)-Allyl 2-[4-[3-[tert-butylsulfinyl(2-trimethylsilylethoxymethyl)amino]oxetan-3-yl]phenyl]-2-cyclopentyl-acetate